1,4,7,10,13-pentaazacyclopentadecane N1CCNCCNCCNCCNCC1